NC=1C=C(C=NC1F)NC(CC1=CC=C(C=C1)Cl)=O N-(5-amino-6-fluoropyridin-3-yl)-2-(4-chlorophenyl)acetamide